(R)-1-methyl-N-(5-(5-(methyl-d3)-1,2,4-oxadiazol-3-yl)-2,3-dihydro-1H-inden-1-yl)-6-oxo-1,6-dihydropyridine-3-carboxamide CN1C=C(C=CC1=O)C(=O)N[C@@H]1CCC2=CC(=CC=C12)C1=NOC(=N1)C([2H])([2H])[2H]